N-(7-bromo-4,4-diethyl-4H-chromeno[4,3-d]thiazol-2-yl)-4,6-dimethoxypyrimidine-5-carboxamide BrC=1C=CC2=C(C1)OC(C1=C2N=C(S1)NC(=O)C=1C(=NC=NC1OC)OC)(CC)CC